(S)-2-(hydroxymethyl)-2-(methoxymethyl)quinuclidin-3-one OC[C@]1(N2CCC(C1=O)CC2)COC